N-3,4-methylenedioxyphenyl-2-ethylcarboxyamide C1OC=2C=C(C=CC2O1)C(C)[N-]C(=O)O